5-bromo-2-methyl-3-((tetrahydro-2H-pyran-4-yl)amino)benzoic acid methyl ester COC(C1=C(C(=CC(=C1)Br)NC1CCOCC1)C)=O